CC(C)CC(=O)OC(CC(=O)[O-])C[N+](C)(C)C isovalerylcarnitine